CC1(COC1)CCOC(C(=C)C)=O 3-methyl-3-Methacryloyloxyethyloxetane